C1(=CC(=CC=C1)CN1C(C=CC1=O)=O)CN1C(C=CC1=O)=O 1'-(benzene-1,3-diyl-dimethanediyl)bis(1H-pyrrole-2,5-dione)